benzo[e][1,4,3]oxathiazine-1,1-dioxide S1(N=COC2=C1C=CC=C2)(=O)=O